ClC=1C(=NC(=NC1)C)NC1=NNC2=CC(=CC=C12)[C@@H]1C[C@@]12C(NC1=CC=C(C=C21)OC)=O (1r,2s)-2-{3-[(5-chloro-2-methylpyrimidin-4-yl)amino]-1H-indazol-6-yl}-5'-methoxy-1'H-spiro[cyclopropan-1,3'-indol]-2'-one